4-bromo-1,6-dimethyl-pyrazolo[3,4-b]pyridine BrC1=C2C(=NC(=C1)C)N(N=C2)C